N-cyclopropyl-5-(3-(2,6-difluoro-3,5-dimethoxyphenyl)-1-ethyl-2-oxo-1,2,3,4-tetrahydropyrido[4,3-d]pyrimidin-7-yl)picolineamide C1(CC1)NC(C1=NC=C(C=C1)C1=CC=2N(C(N(CC2C=N1)C1=C(C(=CC(=C1F)OC)OC)F)=O)CC)=O